6-amino-N-(2-(4-methylpiperazin-1-yl)-5-(4-((3-morpholinopropyl)carbamoyl)-1H-1,2,3-triazol-1-yl)phenyl)-4-(trifluoromethyl)nicotinamide NC1=NC=C(C(=O)NC2=C(C=CC(=C2)N2N=NC(=C2)C(NCCCN2CCOCC2)=O)N2CCN(CC2)C)C(=C1)C(F)(F)F